C1(CC1)C=1OC=C(N1)C1=NN=C2N1CCN([C@@H]2C)C(=O)C2=C(C=C(C=C2)F)F (R)-(3-(2-cyclopropyl-oxazol-4-yl)-8-methyl-5,6-dihydro-[1,2,4]triazolo[4,3-a]pyrazin-7(8H)-yl)(2,4-difluorophenyl)methanone